ClC1=NN(N=C1)C1=C2CC(NC2=C(C=C1C(F)(F)F)F)=S 4-(4-chloro-2H-1,2,3-triazol-2-yl)-7-fluoro-5-(trifluoromethyl)indoline-2-thione